2-[(2S)-1,4-Dioxolan-2-ylmethyl]-N-(1,3-thiazol-2-ylmethyl)-8-(trifluoromethyl)-4,5-dihydro-2H-furo[2,3-g]indazole-7-carboxamide O1[C@H](COC1)CN1N=C2C3=C(CCC2=C1)OC(=C3C(F)(F)F)C(=O)NCC=3SC=CN3